N1(N=CC=C1)CC1=CC2=C(C(=NO2)NS(=O)(=O)C=2C=C(C(=O)OC)C=CC2OC)C2=C1CCO2 methyl 3-(N-(4-((1H-pyrazol-1-yl)methyl)-2,3-dihydrobenzofuro[7,6-d]isoxazol-8-yl)sulfamoyl)-4-methoxybenzoate